FC1=C(C=C(C=C1)C1=CN(C=2N=CN(C(C21)=O)CC(=O)N2CC(CC2)F)CCO)C(F)(F)F 5-(4-fluoro-3-(trifluoromethyl)phenyl)-3-(2-(3-fluoropyrrolidin-1-yl)-2-oxoethyl)-7-(2-hydroxyethyl)-3H-pyrrolo[2,3-d]pyrimidin-4(7H)-one